CN1CCCC1C2=CN=CC=C2 [3H]nicotine